C1(CC1)C1=NN=C(O1)C=1C(=CC(=NC1)NC(C)=O)NC1=NC(=NC=C1)C(C)(F)F N-(5-(5-cyclopropyl-1,3,4-oxadiazol-2-yl)-4-((2-(1,1-difluoroethyl)pyrimidin-4-yl)amino)pyridin-2-yl)acetamide